[N+](=O)([O-])C1=C(C=CC=C1C)C 2-nitro-1,3-dimethylbenzene